4-(methylamino)but-2-en-1-one CNCC=CC=O